C(#N)C=1C=CC=C2C(=CNC12)C=1N=C(C(=NC1)N1CC(CC1)NC(OC(C)(C)C)=O)C tert-butyl N-[1-[5-(7-cyano-1H-indol-3-yl)-3-methylpyrazin-2-yl]pyrrolidin-3-yl]carbamate